ClC=1C=CC(=C2C=C(NC12)C(=O)N1[C@@H]2CC([C@H]([C@@H]1C(=O)N[C@@H](C[C@@H]1C(NCCC1)=O)C#N)CC2)(F)F)F (1S,3R,4S)-2-(7-chloro-4-fluoro-1H-indole-2-carbonyl)-N-[(1S)-1-cyano-2-[(3R)-2-oxo-3-piperidyl]ethyl]-5,5-difluoro-2-azabicyclo[2.2.2]octane-3-carboxamide